N-[[6-[2-(1-isopropyl-4-piperidyl)acetyl]-6-azaspiro[2.5]octan-2-yl]methyl]furo[2,3-c]pyridine-2-carboxamide C(C)(C)N1CCC(CC1)CC(=O)N1CCC2(C(C2)CNC(=O)C2=CC=3C(=CN=CC3)O2)CC1